C[C@@]1(CSC(=N1)C(C)(C)[C@@H]([C@@H]2CSC(N2)[C@H]3CSC(=N3)C4=CC=CC=C4O)O)C(=O)[O-] The molecule is a monocarboxylic acid anion that is the conjugate base of yersiniabactin, obtained from the deprotonation of the carboxy group. It is the major species at pH 7.3. It is a conjugate base of a yersiniabactin.